C1=CC=CC=2C3=CC=CC=C3N(C12)C1=CC=C(C=C1C1=CC(=CC=C1)C1=C(C=CC=C1)C1=CC=CC=2SC3=CC=CC=C3SC12)N1C2=CC=CC=C2C=2C3=C(C=CC12)C1=C(O3)C=CC=C1 5-(6-(9H-carbazol-9-yl)-2''-(thianthren-1-yl)-[1,1':3',1''-terphenyl]-3-yl)-5H-benzofuro[3,2-c]carbazole